N1=C(C=CC=C1)SSCCNC(C=C)=O N-(2-(pyridin-2-yldisulfaneyl)ethyl)acrylamide